N-3-aminopropyl-morpholine NCCCN1CCOCC1